C(=O)C1=C(OCC=2C=NC=C(C#N)C2)C=C(C(=C1)I)O 5-((2-Formyl-5-hydroxy-4-iodophenoxy)methyl)nicotinonitrile